2,2'-bis[p-(m-aminophenoxy)phenyl]benzophenone NC=1C=C(OC2=CC=C(C=C2)C2=C(C(=O)C3=C(C=CC=C3)C3=CC=C(C=C3)OC3=CC(=CC=C3)N)C=CC=C2)C=CC1